2-Methyl-1,3-propandiol diacetoacetat C(CC(=O)C)(=O)OCC(COC(CC(=O)C)=O)C